N(=C=O)C1=C(C=CC=C1)C 2-isocyanato-1-methylbenzene